C(CCCCCCCC(=O)OCC1=CC=CC=C1)(=O)OCCOCCN 1-(2-(2-aminoethoxy)ethyl) 9-benzyl nonanedioate